C[As](O)(O)=O.[AsH](OC)(OC)=O dimethyl arsonate (methyl arsonate)